(S)-4,5-Dimethyl-2-(((1-((6-(trifluoromethyl)pyridin-3-yl)methyl)-1H-pyrazol-4-yl)methyl)amino)-4,5,9,10-tetrahydro-6H,8H-pyrido[3,2,1-de]pteridine-6-one CN1[C@H](C(N2C3=C(N=C(N=C13)NCC=1C=NN(C1)CC=1C=NC(=CC1)C(F)(F)F)CCC2)=O)C